2,4-difluoro-3-[5-(1H-imidazol-2-yl)imidazo[1,5-b]pyridazin-2-yl]aniline FC1=C(N)C=CC(=C1C=1C=CC=2N(N1)C=NC2C=2NC=CN2)F